FC1=CC=C2C(=CNC2=C1F)CCN(C(C)C)C N-(2-(6,7-difluoro-1H-indol-3-yl)ethyl)-N-methylpropan-2-amine